4-[[(1R,3S)-3-aminocyclopentyl]amino]-N'-(2-chloro-6-fluoro-phenyl)pyrrolo[1,2-b]pyridazine-3-carboxamidine N[C@@H]1C[C@@H](CC1)NC=1C=2N(N=CC1C(=NC1=C(C=CC=C1F)Cl)N)C=CC2